OC(C)(C)C1=CC=C(C=N1)NC(=O)C=1C(N(C=CC1)C1=NC=NC=C1OCC(F)(F)F)=O N-[6-(2-hydroxypropan-2-yl)pyridin-3-yl]-2-oxo-1-[5-(2,2,2-trifluoroethoxy)pyrimidin-4-yl]-1,2-dihydropyridine-3-carboxamide